6-(4-Amino-4-(2,2,2-trifluoroethyl)piperidin-1-yl)-3-(7-chloro-2-methylbenzo[d]thiazol-6-yl)-1H-pyrazolo[3,4-d]pyrimidine-4-carbonitrile NC1(CCN(CC1)C1=NC(=C2C(=N1)NN=C2C2=C(C1=C(N=C(S1)C)C=C2)Cl)C#N)CC(F)(F)F